C(C)OC(=O)C1C2CC(CC12)O 3-hydroxy-bicyclo[3.1.0]hexane-6-carboxylic acid ethyl ester